4'-(2-methyl-1-oxoisoindolin-5-yl)-1'H-spiro[cyclopropane-1,2'-imidazo[1,2-a]quinoxaline]-7'-carboxylic acid CN1C(C2=CC=C(C=C2C1)C=1C=2N(C3=CC=C(C=C3N1)C(=O)O)CC1(N2)CC1)=O